5-((2,4-dichloro-5-isopropoxyphenyl)carbamoyl)tetrahydrothiophene-2-carboxylic acid ClC1=C(C=C(C(=C1)Cl)OC(C)C)NC(=O)C1CCC(S1)C(=O)O